2-(4-(((6-(ethyl(4-(1-(2-hydroxyethyl)-1H-pyrazol-4-yl)benzyl)amino)-5-fluoropyrimidin-4-yl)amino)methyl)-3-hydroxypiperidin-1-yl)acetamide C(C)N(C1=C(C(=NC=N1)NCC1C(CN(CC1)CC(=O)N)O)F)CC1=CC=C(C=C1)C=1C=NN(C1)CCO